C(C1=CC=CC=C1)N1C(C(=NC(=C1)CCCN[C@H]1[C@@H](C1)C1=CC=CC=C1)N1CC(N(CC1)C(=O)OC(C)(C)C)=O)=O Tert-butyl 4-(4-benzyl-3-oxo-6-(3-(((1r,2s)-2-phenylcyclopropyl) amino) propyl)-3,4-dihydropyrazin-2-yl)-2-oxopiperazine-1-carboxylate